CS(=O)(=O)NC[C@@H]1N(CC1)C=1N=C(C2=C(N1)CCC2)C2=CC=C(C(=O)N)C=C2 4-[2-[(2R)-2-(methanesulfonamidomethyl)azetidin-1-yl]-6,7-dihydro-5H-cyclopenta[d]pyrimidin-4-yl]benzamide